2-((3-(5-Isopropoxypyridin-2-yl)-1,2,4-thiadiazol-5-yl)amino)pyridin C(C)(C)OC=1C=CC(=NC1)C1=NSC(=N1)NC1=NC=CC=C1